2,2-dimethyl-chromene CC1(OC2=CC=CC=C2C=C1)C